CC(CBr)C 2-Methyl-propyl bromide